C(#N)C1=C(N=C(S1)NC(=O)[C@@H]1C[C@@H](CC1)C(=O)O)C1=CC=CC=C1 (1R,3S)-3-((5-CYANO-4-PHENYLTHIAZOL-2-YL)CARBAMOYL)CYCLOPENTANE-1-CARBOXYLIC ACID